trimethyl-(trimethyl-λ4-stannanyl)-λ4-stannane C[Sn]([Sn](C)(C)C)(C)C